mono-ammonium dihydrogen phosphate P(=O)(O)(O)[O-].[NH4+]